C(#C)C=1C(=CC=C2C=C(C=C(C12)C1=C(C=2N=C(N=C(C2C=N1)N(C[C@H]1NCCCC1)C)N1CCOCC1)F)C(F)(F)F)F (S)-7-(8-ethynyl-7-fluoro-3-(trifluoromethyl)naphthalen-1-yl)-8-fluoro-N-methyl-2-morpholino-N-(piperidin-2-ylmethyl)pyrido[4,3-d]pyrimidin-4-amine